CC1=CN=CC(=N1)[C@H]1NOCC1 (3S)-3-(6-methylpyrazin-2-yl)isoxazolidine